COC(CCC)=O.[Ca] Calcium methylbutyrate